CC=1C=CC2=C(N=C(O2)C=2C=C(C=CC2)C=CC2=CC=C(C=C2)C=2OC3=C(N2)C=C(C=C3)C)C1 3,4'-bis(5-methylbenzoxazol-2-yl)stilbene